IC=1N=C(C2=C(N1)CN(C2)C(=O)OC(C)(C)C)OC tert-Butyl 2-iodo-4-methoxy-5,7-dihydro-6H-pyrrolo[3,4-d]pyrimidine-6-carboxylate